tert-butyl-4-[(4-[2-[(2S)-pentan-2-ylamino]-7-[trans-4-hydroxycyclohexyl]pyrrolo[2,3-d]pyrimidin-5-yl]-phenyl)methyl]-piperazine-1-carboxylate C(C)(C)(C)OC(=O)N1CCN(CC1)CC1=CC=C(C=C1)C1=CN(C=2N=C(N=CC21)N[C@@H](C)CCC)[C@@H]2CC[C@H](CC2)O